NC1=CC=C(C(=O)NCCCNC(OC(C)(C)C)=O)C=C1 tert-butyl (3-(4-aminobenzamido)propyl)carbamate